4-((7,8-dichloro-4-oxo-2,3,4,5-tetrahydro-1H-benzo[b][1,4]diazepin-1-yl)methyl)-N-hydroxybenzoamide ClC1=CC2=C(N(CCC(N2)=O)CC2=CC=C(C(=O)NO)C=C2)C=C1Cl